C(C)N(C=1C=CC=2C3(C4=CC=C(C=C4OC2C1)NC(OCC1=CC=C(C=C1)NC([C@H](CC(C)C)NC(=O)OC(C)(C)C)=O)=O)OCC1=CC=CC=C13)CC 4-((S)-2-((tert-Butoxycarbonyl)amino)-4-methylpentanamido)benzyl (3'-(diethylamino)-3H-spiro[isobenzofuran-1,9'-xanthen]-6'-yl)carbamate